NC1=C2N=CN(C2=NC(=N1)F)[C@H]1C[C@@H]([C@@](O1)(C#C)CO[P@](=O)(OC1=CC=CC=C1)N[C@@H](CC1=CC=CC=C1)C(=O)OCC(CCCCCCC)CCCCCCC)O 2-Heptylnonyl ((S)-(((2R,3S,5R)-5-(6-amino-2-fluoro-9H-purin-9-yl)-2-ethynyl-3-hydroxytetrahydrofuran-2-yl)methoxy) (phenoxy)phosphoryl)-L-phenylalaninate